1-[(3-ethoxy-4-methoxyphenyl)methyl]-4-(4-propan-2-ylphenyl)-6-prop-2-ynoxyquinazolin-2-one C(C)OC=1C=C(C=CC1OC)CN1C(N=C(C2=CC(=CC=C12)OCC#C)C1=CC=C(C=C1)C(C)C)=O